FC1=CC(=C(C=2C3=C(C(NC12)(C)C)C=NN3C)C)C3=C1C=CN(C1=CC=C3)S(=O)(=O)C 6-Fluoro-1,4,4,9-tetramethyl-8-(1-methylsulfonylindol-4-yl)-5H-pyrazolo[4,3-c]chinolin